C(C1=CC=CC=C1)OC1=CC(=C(C=C1)CNC1=NC(=NC=2N1N=CC2C(C)C)OC2CN(CCC2)C(=O)OC(C)(C)C)N2N=CC=C2 tert-butyl 3-[[4-([[4-(benzyloxy)-2-(pyrazol-1-yl)phenyl]methyl]amino)-8-isopropylpyrazolo[1,5-a][1,3,5]triazin-2-yl]oxy]piperidine-1-carboxylate